BrC=1C=CC(=NC1/N=C/NO)C(=O)OC Methyl (E)-5-bromo-6-(((hydroxylamino)methylene)amino)picolinate